C1(=CC(=CC(=C1)C(=O)O)C(=O)O)C1=CC=C(C=C1)C1=CC(=CC(=C1)C(=O)O)C(=O)O [1,1':4',1''-terphenyl]-3,3'',5,5''-tetracarboxylic acid